tert-Butyl (R)-10-((4-chloro-2-oxopyridin-1(2H)-yl)methyl)-7-azaspiro[4.5]decane-7-carboxylate ClC1=CC(N(C=C1)C[C@@H]1CCN(CC12CCCC2)C(=O)OC(C)(C)C)=O